2,2-bis(t-butyl-peroxy)butane C(C)(C)(C)OOC(C)(CC)OOC(C)(C)C